[N+](=O)([O-])C=1C=NC(=NC1)NC1CC(C1)O (1r,3r)-3-[(5-nitropyrimidin-2-yl)amino]cyclobutan-1-ol